penta-ethylenehexa-amine NCCNCCNCCNCCNCCN